CN1CC(C1)N1CCN(CC1)C1=CC=CC=2N(C=NC21)C(=O)NCC#CC2=CC=CC=C2 4-(4-(1-Methylazetidin-3-yl)piperazin-1-yl)-N-(3-phenylprop-2-yn-1-yl)-1H-benzo[d]imidazole-1-carboxamide